ethyl-7,9-difluoro-4,4-dimethyl-8-[(3-pyridin-3-yl-pyrrolidin-1-yl)-methyl]-5H-[1,2,4]triazolo[4,3-a]quinoxaline C(C)C1=NN=C2N1C1=C(C(=C(C=C1NC2(C)C)F)CN2CC(CC2)C=2C=NC=CC2)F